ClC=1C=C(C=CC1)C(COC(=O)N[C@H](C(=O)N[C@H](C(=O)O)C[C@H]1C(NCC1)=O)CC(C)C)(C)C (S)-2-((S)-2-(((2-(3-chlorophenyl)-2-methylpropoxy)carbonyl)amino)-4-methylpentanamido)-3-((S)-2-oxopyrrolidin-3-yl)propanoic acid